(S)-N-(1-(6-bromoisochroman-8-yl)but-3-en-1-yl)-2-methyl-propane-2-sulfonamide BrC=1C=C2CCOCC2=C(C1)[C@H](CC=C)NS(=O)(=O)C(C)(C)C